[N+](=O)([O-])C(C(=O)OCC)[N+](=O)[O-] ethyl 2,2-dinitroacetate